3-fluoro-4-((6-methylpyrimidin-2-yl)oxy)aniline FC=1C=C(N)C=CC1OC1=NC(=CC=N1)C